(S)-1-(3-(5-fluoro-2-(6-methoxypyridin-3-ylamino)pyrimidin-4-yloxy)piperidin-1-yl)prop-2-en-1-one FC=1C(=NC(=NC1)NC=1C=NC(=CC1)OC)O[C@@H]1CN(CCC1)C(C=C)=O